COC1=CC=C(CNC=2C(=NN(C2)C2OCCCC2)C(=O)N)C=C1 ((4-methoxybenzyl)amino)-1-(tetrahydro-2H-pyran-2-yl)-1H-pyrazole-3-carboxamide